FC1=C(C=CC(=C1)F)[C@@H]1N(OCC1)C1=CC(=NC=N1)NC=1C(=CC(=C(C1)NC(C=C)=O)N1CCC(CC1)N1[C@@H]2CN([C@H](C1)C2)CC)OC N-(5-((6-((R)-3-(2,4-difluorophenyl)isoxazolidine-2-yl)pyrimidine-4-yl)amino)-2-(4-((1S,4S)-5-ethyl-2,5-diazabicyclo[2.2.1]heptane-2-yl)piperidine-1-yl)-4-methoxyphenyl)acrylamide